C(C)N1CCC[C@@H]2CC(CC[C@@H]12)=O (4ar,8ar)-1-ethyl-octahydroquinolin-6(2H)-one